4-((1H-indol-yl)oxy)-N,N-dimethylquinazolin-7-amine N1(C=CC2=CC=CC=C12)OC1=NC=NC2=CC(=CC=C12)N(C)C